CC=1C=NC=2N(C1)C=C(N2)CN2C(C1=CN=CC(=C1C=C2)C2=CC=CC=C2)=O 2-((6-methylimidazo[1,2-a]pyrimidin-2-yl)methyl)-5-phenyl-2,7-naphthyridin-1(2H)-one